(E)-8-((2-(2,6-dioxopiperidin-3-yl)-1,3-dioxoisoindolin-5-yl)oxy)-N-(4-(2-((4-(2-(3-methylbenzylidene)hydrazino)-6-morpholinopyrimidin-2-yl)oxy)ethyl)phenyl)octanamide O=C1NC(CCC1N1C(C2=CC=C(C=C2C1=O)OCCCCCCCC(=O)NC1=CC=C(C=C1)CCOC1=NC(=CC(=N1)N/N=C/C1=CC(=CC=C1)C)N1CCOCC1)=O)=O